CC=1C=C2[C@@H](C[C@H](NC2=CC1)CCC)NC(=O)C=1C(NC(=CC1)C(F)(F)F)=O N-((2R,4R)-6-methyl-2-propyl-1,2,3,4-tetrahydroquinolin-4-yl)-2-oxo-6-(trifluoromethyl)-1,2-dihydropyridine-3-carboxamide